2-oxa-5-azabicyclo[2.2.1]heptane-5-carboxylate C12OCC(N(C1)C(=O)[O-])C2